ClC=1N=C(C2=C(N1)C=NN2C)Cl 5,7-Dichloro-1-methyl-pyrazolo[4,3-d]pyrimidine